2-bromo-6-[hydroxy(phenyl)methyl]phenol BrC1=C(C(=CC=C1)C(C1=CC=CC=C1)O)O